C(C)(C)(C)OC([C@@H](NCC1(COC(OC1)(C)C)CI)CC1=CNC=N1)=O ((5-(iodomethyl)-2,2-dimethyl-1,3-dioxan-5-yl)methyl)-L-histidine tert-butyl ester